O1COC2=C1C=CC(=C2)/C=C/C=C/C(=O)N2CCN(CC2)C2=NC=C(C=N2)C (2e,4e)-5-(benzo[d][1,3]dioxol-5-yl)-1-(4-(5-methylpyrimidin-2-yl)piperazin-1-yl)penta-2,4-dien-1-one